C1(CC1)S(=O)(=O)C=1C=C(OC[C@H](CN[C@H]2COC3(C2)CCN(CC3)S(=O)(=O)C3=CC2=C(OCCN2C)N=C3C)O)C=CC1 (S)-1-(3-(cyclopropylsulfonyl)phenoxy)-3-((R)-8-(1,6-dimethyl-2,3-dihydro-1H-pyrido[2,3-b][1,4]oxazin-7-ylsulfonyl)-1-oxa-8-azaspiro[4.5]decan-3-ylamino)propan-2-ol